5-(4-(2-(4-(3-(4-chloro-3-cyclopropyl-1H-pyrrolo[2,3-b]pyridin-5-yl)phenyl)-3-oxopiperazin-1-yl)ethyl)piperidin-1-yl)-2-(2,6-dioxopiperidin-3-yl)-6-fluoroisoindoline-1,3-dione ClC1=C2C(=NC=C1C=1C=C(C=CC1)N1C(CN(CC1)CCC1CCN(CC1)C=1C=C3C(N(C(C3=CC1F)=O)C1C(NC(CC1)=O)=O)=O)=O)NC=C2C2CC2